COC1=NC=C(C=C1C(=O)N)NC(C(=O)N1[C@H](CC[C@@H](C1)C)C1=CN=CS1)=O 2-methoxy-5-[[2-[(2R,5S)-5-methyl-2-Thiazol-5-Yl-1-piperidyl]-2-oxo-acetyl]amino]pyridine-3-carboxamide